N-[3-chloro-4-(piperazine-1-carbonyl)phenyl]-5-[6-(dimethylamino)-2,5-difluoro-3-pyridinyl]-1-methyl-imidazole-2-carboxamide ClC=1C=C(C=CC1C(=O)N1CCNCC1)NC(=O)C=1N(C(=CN1)C=1C(=NC(=C(C1)F)N(C)C)F)C